ClC=1C=C(C=CC1)C#CC1=C(C#N)C=CC=C1 2-((3-chlorophenyl)ethynyl)benzonitrile